O=C(CC(=O)NC1=CC=CC=C1)C1=CC=CC=C1 3-Oxo-N,3-diphenylpropanamide